NC1=NN2C(C=C(C=C2)C=2C(=C(C(=O)NCC(C(C)(O)C3=CC=C(C=C3)F)(F)F)C(=CC2)C)F)=N1 3-(2-amino-[1,2,4]triazolo[1,5-a]pyridin-7-yl)-N-(2,2-difluoro-3-(4-fluorophenyl)-3-hydroxybutyl)-2-fluoro-6-methylbenzamide